ClC=1C=C(C=NC1N1N=CC=N1)NC(=O)C1=C(C(=NN1C)C1=CC=CC=2N=C(SC21)NCC2=CC=C(C=C2)OC)C(F)(F)F N-(5-chloro-6-(2H-1,2,3-triazol-2-yl)pyridin-3-yl)-3-(2-((4-methoxybenzyl)amino)benzo[d]thiazol-7-yl)-1-methyl-4-(trifluoromethyl)-1H-pyrazole-5-carboxamide